lithium histidine N[C@@H](CC1=CNC=N1)C(=O)O.[Li]